C(#N)C1=C(C=C(C=C1)NC([C@@](CN1N=CC(=C1)C#CCCO)(C)O)=O)C(F)(F)F (S)-N-(4-cyano-3-(trifluoromethyl)phenyl)-2-hydroxy-3-(4-(4-hydroxybut-1-yn-1-yl)-1H-pyrazol-1-yl)-2-methylpropanamide